(S)-2-fluoro-5-((tetrahydrofuran-3-yl)oxy)benzaldehyde FC1=C(C=O)C=C(C=C1)O[C@@H]1COCC1